[[3,3',5,5-tetrakis(1,1-dimethylethyl)-[1,1'-biphenyl]-2,2'-diyl]bis(oxy)]bis-dibenzo[d,f][1,3,2]-dioxaphosphepin CC(C)(C)C1=C(C(=CC(C1)(C(C)(C)C)C(C)(C)C)C1=C(C(=CC=C1)C(C)(C)C)OC1=CC=CC=2OPOC3=C(C21)C=CC=C3)OC3=CC=CC=2OPOC1=C(C23)C=CC=C1